S(=O)(=O)([O-])[O-].[Mn+2].[NH4+] ammonium manganous sulfate